C(#N)[C@H]1N(CCC1)C(CN1C[C@H](CC1)NC(=O)C1=COC2=C1C=C(C=C2F)F)=O N-((S)-1-(2-((S)-2-cyanopyrrolidin-1-yl)-2-oxoethyl)pyrrolidin-3-yl)-5,7-difluorobenzofuran-3-carboxamide